aluminum (ethylacetoacetate) diisopropoxide CC([O-])C.CC([O-])C.C(C)CC(CC(=O)[O-])=O.[Al+3]